4-[4-[(1r,3r)-3-[[2-(2,6-dioxopiperidin-3-yl)-1,3-dioxo-2,3-dihydro-1H-isoindol-5-yl]oxy]cyclobutoxy]piperidin-1-yl]benzoic acid O=C1NC(CC[C@H]1N1C(C2=CC=C(C=C2C1=O)OC1CC(C1)OC1CCN(CC1)C1=CC=C(C(=O)O)C=C1)=O)=O